ClC1=C(C=CC=C1Cl)C=1N(C2=NC(=NC=C2N1)N1CCC2(CC1)[C@@H](C1=CC=CC=C1C2)CC(C)(S(=O)N)C)C ((S)-1'-(8-(2,3-dichlorophenyl)-9-methyl-9H-purin-2-yl)-1,3-dihydrospiro[inden-2,4'-piperidin]-1-yl)-2-methylpropan-2-sulfinamide